F[C@H]1CN(CC[C@H]1OC)C1=NC=CC(=N1)NC=1N=CC2=C(C=CC(=C2C1)C(C)C)N1[C@@H]([C@H](C1)CS(=O)(=O)C)C N-(2-((3S,4R)-3-fluoro-4-methoxypiperidin-1-yl)pyrimidin-4-yl)-5-isopropyl-8-((2R,3S)-2-methyl-3-(methylsulfonylmethyl)azetidin-1-yl)isoquinolin-3-amine